5-Methyl-N4-[3-(1,1-dimethylethyl)sulfonamidophenyl]-N2-[4-(4-methylpiperazin-1-yl)phenyl]pyrimidine-2,4-diamine CC=1C(=NC(=NC1)NC1=CC=C(C=C1)N1CCN(CC1)C)NC1=CC(=CC=C1)NS(=O)(=O)C(C)(C)C